C(C(=O)O)(=O)O.N[C@@H](CCCCN)C(=O)O Lysine oxalate